2-fluoro-N6-2-isopentenyl-adenine FC1=NC(=C2NC=NC2=N1)NCC=C(C)C